4-(2-methoxyethyl)morpholine COCCN1CCOCC1